N4'-((1s,4s)-4-fluorocyclohexyl)-5-((1-methylpiperidin-4-yl)oxy)-N6'-(2-(1-(2,2,2-trifluoroethyl)-1H-pyrazol-4-yl)pyrimidin-4-yl)-[2,3'-bipyridine]-4',6'-diamine FC1CCC(CC1)NC1=C(C=NC(=C1)NC1=NC(=NC=C1)C=1C=NN(C1)CC(F)(F)F)C1=NC=C(C=C1)OC1CCN(CC1)C